NC1=C2C(=NC=N1)N(N=C2C2=CC=C(C=C2)CNC(C2=C(C=CC(=C2)F)OC)=O)C[C@@H]2N(CC2)C(=O)OC(C)(C)C tert-butyl (R)-2-((4-amino-3-(4-((5-fluoro-2-methoxybenzamido)methyl)phenyl)-1H-pyrazolo[3,4-d]pyrimidin-1-yl)methyl)azetidine-1-carboxylate